2-({[6-Methoxy-2-(2-methylbiphenyl-3-yl)-1,3-benzoxazol-5-yl]methyl}amino)ethanol COC1=CC2=C(N=C(O2)C=2C(=C(C=CC2)C2=CC=CC=C2)C)C=C1CNCCO